(1E)-4-fluoro-2-(trifluoromethyl)benzaldehyde oxime FC1=CC(=C(C=NO)C=C1)C(F)(F)F